C1(CC1)C1=NC=NC=C1C1=C(OC2=C(N=CN=N2)N2CC3(CN(C3)[C@@H](CCC(=O)NC)C(C)C)CC2)C=CC(=C1)F (S)-4-(6-(6-(2-(4-cyclopropylpyrimidin-5-yl)-4-fluorophenoxy)-1,2,4-triazin-5-yl)-2,6-diazaspiro[3.4]octan-2-yl)-N,5-dimethylhexanamide